C1(CC1)C1=NN(C=N1)C1CC2(CN(C2)C(=O)N2CC3(CN(C3)S(=O)(=O)N3CCCCC3)C2)C1 [6-(3-cyclopropyl-1,2,4-triazol-1-yl)-2-azaspiro[3.3]heptan-2-yl]-(2-piperidinesulfonyl-2,6-diazaspiro[3.3]heptan-6-yl)methanone